1-[5-(4-fluorophenyl)-7-iodo-6-(2-methoxy-2-methyl-propyl)pyrrolo[2,3-f]indazol-1-yl]-2,2-dimethyl-propan-1-one FC1=CC=C(C=C1)N1C(=C(C2=C1C=C1C=NN(C1=C2)C(C(C)(C)C)=O)I)CC(C)(C)OC